4-morpholino-2-(3-(m-tolyl)-1H-pyrazol-1-yl)furo[3,2-d]pyrimidine-6-carboxylic acid O1CCN(CC1)C=1C2=C(N=C(N1)N1N=C(C=C1)C=1C=C(C=CC1)C)C=C(O2)C(=O)O